methyl 9-(pyridin-2-yl)-6-oxaspiro[4.5]decane-9-carboxylate N1=C(C=CC=C1)C1(CCOC2(CCCC2)C1)C(=O)OC